FC=1C=C(C=CC1F)N1CC(CC2=CC=CC=C12)NC(C=C)=O N-(1-(3,4-difluorophenyl)-1,2,3,4-tetrahydroquinolin-3-yl)acrylamide